CC1=C(C(=O)N[C@H](C)C2=CC(=CC=C2)C2=NNC=C2)C=C(C=C1)N1CCN(CC1)C 2-Methyl-5-(4-methylpiperazin-1-yl)-N-[(1R)-1-[3-(1H-pyrazol-3-yl)phenyl]ethyl]benzamide